C(#N)N1C[C@@H](CC1)NC(=O)C1=CC(=NO1)C1=CC(=C(C=C1)C)C (R)-N-(1-cyanopyrrolidin-3-yl)-3-(3,4-dimethylphenyl)isoxazole-5-carboxamide